3-mercapto-1-chloropropane SCCCCl